ClC1=C(C=CC=C1)CC(=O)NC1=CC(=C(C=C1)OC1=CC=C(C=C1)C#N)S(N)(=O)=O 2-(2-chlorophenyl)-N-[4-(4-cyanophenoxy)-3-sulfamoylphenyl]acetamide